1-Cyclohexyl-3-(7-((3-(1-methyl-1H-pyrazol-4-yl)benzyl)amino)quinazolin-2-yl)urea C1(CCCCC1)NC(=O)NC1=NC2=CC(=CC=C2C=N1)NCC1=CC(=CC=C1)C=1C=NN(C1)C